2-(4-(3-isopropyl-2-(8-methylimidazo[1,2-a]pyridin-6-yl)-1H-indol-5-yl)piperidin-1-yl)acetonitrile C(C)(C)C1=C(NC2=CC=C(C=C12)C1CCN(CC1)CC#N)C=1C=C(C=2N(C1)C=CN2)C